Zinc Pentaerythritol OCC(CO)(CO)CO.[Zn]